4-{[3-(4-{[(3R,4S)-3-fluoropiperidin-4-yl]amino}-1-(2,2,2-trifluoroethyl)-1H-indol-2-yl)prop-2-yn-1-yl]amino}-3-methoxybenzamide F[C@@H]1CNCC[C@@H]1NC1=C2C=C(N(C2=CC=C1)CC(F)(F)F)C#CCNC1=C(C=C(C(=O)N)C=C1)OC